tert-butyl 3-(5-fluoroquinolin-6-yl)azetidine-1-carboxylate FC1=C2C=CC=NC2=CC=C1C1CN(C1)C(=O)OC(C)(C)C